NC1=NC=NN2C1=CC=C2[C@H]2[C@@H]([C@@H]([C@@](O2)(C#N)CO[P@@](=O)(OC2=CC=CC=C2)N[C@@H](C)C(=O)O[C@@H]2CC[C@H](CC2)C(C)(C)C)O)O trans-4-(tert-butyl)cyclohexyl ((R)-(((2R,3S,4R,5S)-5-(4-aminopyrrolo[2,1-f][1,2,4]triazin-7-yl)-2-cyano-3,4-dihydroxytetrahydrofuran-2-yl)methoxy)(phenoxy)phosphoryl)-L-alaninate